C1(CCC1)C=1C=C2C(=CNC2=NC1)C=1C=C(C(=NC1)OC)C1=C(C=CC(=C1)F)S(=O)(=O)N [5-(5-cyclobutyl-1H-7-azaindol-3-yl)-2-methoxypyridin-3-yl]-4-fluorobenzenesulfonamide